C(C)(C)(C)C1=CC=C(C=C1)N1N=C(C=C1[Se]C)C1=CC=CC=C1 1-(4-(tert-butyl)phenyl)-5-(methylseleno)-3-phenyl-1H-pyrazole